3-(4-((tert-butoxycarbonyl)amino)benzyl)-benzoic acid C(C)(C)(C)OC(=O)NC1=CC=C(CC=2C=C(C(=O)O)C=CC2)C=C1